ClC1=C(C=CC(=C1)C=O)C1=C(C=CC=C1)CO 2-chloro-2'-(hydroxymethyl)-[1,1'-biphenyl]-4-carbaldehyde